CN(C1=NC=CC=C1NC1=NC(=NC=C1[N+]#[C-])NC1=C(C=C(C(=C1)C)N1CCN(CC1)C)OC)C N4-(2-(dimethylamino)pyridin-3-yl)-5-isocyano-N2-(2-methoxy-5-methyl-4-(4-methylpiperazin-1-yl)phenyl)pyrimidine-2,4-diamine